5-cyclohexeneformaldehyde tert-Butyl-(tert-butoxycarbonyl)(5-cyanopyridin-3-yl)carbamate C(C)(C)(C)C1=NC=C(C=C1N(C(O)=O)C(=O)OC(C)(C)C)C#N.C1(CCCC=C1)C=O